5-(2-((2,2,2-trifluoroethyl)amino)ethoxy)benzamide FC(CNCCOC=1C=CC=C(C(=O)N)C1)(F)F